OCC1=CC=C(O1)C1=NC(=CC2=C1NC1=CC=CC=C21)C(=O)OCC ethyl 1-(5-(hydroxymethyl) furan-2-yl)-9H-pyrido[3,4-b]indole-3-carboxylate